C(C)C1=CC=C(C=C1)N1N=CC(=C1)C=1C=C2C(=CNC2=CC1)NC(C)=O N-(5-(1-(4-ethylphenyl)-1H-pyrazol-4-yl)-1H-indol-3-yl)acetamide